C1(CCCCC1)C[C@H](C(=O)N1CC(C(CC1)(O)CN1CC(=C(C=C1)C1=C(C=CC=C1)F)C1=NC=CC=C1)(C)C)C 1'-((1-((R)-3-Cyclohexyl-2-methylpropanoyl)-4-hydroxy-3,3-dimethylpiperidin-4-yl)methyl)-4'-(2-fluorophenyl)-[2,3'-bipyridin]